ClC1=CN(C2=NC=CC(=C21)CN2C(N(CCC2)C2=CC(=C(C=C2)OC)OCCCCC)=O)CC#N 2-(3-chloro-4-((3-(4-methoxy-3-(pentyloxy)phenyl)-2-oxotetrahydropyrimidin-1(2H)-yl)methyl)-1H-pyrrolo[2,3-b]pyridin-1-yl)acetonitrile